(R)-4-(4-(1-((5-(4-fluorophenoxy)pyridin-2-yl)amino)-1-oxopropan-2-yl)piperazine-1-carbonyl)pyridine 1-oxide FC1=CC=C(OC=2C=CC(=NC2)NC([C@@H](C)N2CCN(CC2)C(=O)C2=CC=[N+](C=C2)[O-])=O)C=C1